2-(2,6-Dimethyl-4-(2-(5-oxo-4-(4-(trifluoromethyl)phenyl)-4,5-dihydro-1H-1,2,4-triazol-1-yl)ethyl)phenoxy)-2-methylpropionic acid CC1=C(OC(C(=O)O)(C)C)C(=CC(=C1)CCN1N=CN(C1=O)C1=CC=C(C=C1)C(F)(F)F)C